1-(2-chloro-5-((1-cyclopropyl-1H-pyrazol-4-yl)ethynyl)pyridin-4-yl)-4-((dimethylamino)methyl)piperidin-4-ol ClC1=NC=C(C(=C1)N1CCC(CC1)(O)CN(C)C)C#CC=1C=NN(C1)C1CC1